O1[C@H](C1)CO (S)-oxiran-2-yl-methanol